tert-butyl 2-(4-fluoro-2-(2-fluoropyridin-4-yl)-6-isopropylphenyl)-acetate FC1=CC(=C(C(=C1)C(C)C)CC(=O)OC(C)(C)C)C1=CC(=NC=C1)F